CC1=CC=C2C(=N1)NN=C2N 6-methyl-1H-pyrazolo[3,4-b]pyridin-3-amine